FC=1C(=C(C=CC1F)C1=C(CO[C@](C1)(C(F)(F)F)C)C(=O)OCC)OC ethyl (R)-4-(3,4-difluoro-2-methoxyphenyl)-6-methyl-6-(trifluoromethyl)-5,6-dihydro-2H-pyran-3-carboxylate